C(C)OC(C(C)(C)OC1=C(C=C(C=C1C)CN1CCN(CC1)CC1=NC=C(C=C1)C(F)(F)F)C)=O 2-(2,6-dimethyl-4-((4-((5-(trifluoromethyl)pyridin-2-yl)methyl)piperazin-1-yl)methyl)phenoxy)-2-methylpropanoic acid ethyl ester